C(C1=CC=CC=C1)C(C#N)C(C)C 2-benzyl-3-methylbutanenitrile